1-(tert-dodecylthio)propan-2-ol CC(CSCCCCCCCCC(C)(C)C)O